(R)-3-(naphthalen-2-yl)isoxazolidine C1=C(C=CC2=CC=CC=C12)[C@@H]1NOCC1